ethyl 5-(3-(4-hydroxy-4-methylpent-1-ynyl)phenoxy)-1H-1,2,3-triazole-4-carboxylate OC(CC#CC=1C=C(OC2=C(N=NN2)C(=O)OCC)C=CC1)(C)C